tert-butyl (1S)-1-ethynyl-6-azaspiro[2.5]octane-6-carboxylate C(#C)[C@H]1CC12CCN(CC2)C(=O)OC(C)(C)C